methyl 2-(4-aminopiperidin-1-yl)acetate NC1CCN(CC1)CC(=O)OC